5-(4-methoxyquinazolin-6-yl)-N-(trans-3-morpholinocyclobutyl)pyrrolo[2,1-f][1,2,4]triazin-2-amine COC1=NC=NC2=CC=C(C=C12)C=1C=CN2N=C(N=CC21)N[C@@H]2C[C@H](C2)N2CCOCC2